(1S,2S)-2-(3-chlorophenyl)-N-(4-(((6-cyclopropyl-8-(piperazin-1-yl)imidazo[1,2-a]pyridin-2-yl)methyl)amino)pyridin-2-yl)cyclopropane-1-carboxamide ClC=1C=C(C=CC1)[C@@H]1[C@H](C1)C(=O)NC1=NC=CC(=C1)NCC=1N=C2N(C=C(C=C2N2CCNCC2)C2CC2)C1